7-(benzyloxy)-9-hydroxy-10H-[1,3]dioxolo[4,5-b]xanthen-10-one C(C1=CC=CC=C1)OC=1C=C2OC=3C=C4C(=CC3C(C2=C(C1)O)=O)OCO4